(5-(2-fluoro-6-methoxyphenyl)-1H-pyrazolo[3,4-c]pyridin-3-yl)-3-methylisoxazole FC1=C(C(=CC=C1)OC)C=1C=C2C(=CN1)NN=C2C=2C(=NOC2)C